C(N)(=O)C12CC(CC(N1C(=O)OC(C)(C)C)C2)C tert-butyl cis-1-carbamoyl-3-methyl-6-azabicyclo[3.1.1]heptane-6-carboxylate